CC1=CC=2N(C=C1C1=NC(=C(N=C1)C)N1CCN(CC1)C(C)C1=CC=CC=C1)C=CN2 7-METHYL-6-[5-METHYL-6-[4-(1-PHENYLETHYL)PIPERAZIN-1-YL]PYRAZIN-2-YL]IMIDAZO[1,2-A]PYRIDINE